OC(C)(C)C1=CC(N(C=C1)C=1C=NC(=CC1)N[C@@H]1C[C@H](CC1)NC1=NN2C(C=C(C=C2)C(F)(F)F)=N1)=O 4-(2-hydroxypropane-2-yl)-6'-(((1S,3S)-3-((7-(trifluoromethyl)-[1,2,4]triazolo[1,5-a]pyridin-2-yl)amino)cyclopentyl)amino)-2H-[1,3'-bipyridyl]-2-one